N-(4-(dimethylamino)cyclohexyl)-6-(3-((2-methoxy-4-(methylsulfonyl)phenyl)amino)prop-1-yn-1-yl)-1-(2,2,2-trifluoroethyl)-1H-benzo[d]imidazole-4-carboxamide CN(C1CCC(CC1)NC(=O)C1=CC(=CC=2N(C=NC21)CC(F)(F)F)C#CCNC2=C(C=C(C=C2)S(=O)(=O)C)OC)C